3-cyclohexyl-6-methoxy-3,4-dihydroacridine-1,9(2H,10H)-dione C1(CCCCC1)C1CC(C=2C(C3=CC=C(C=C3NC2C1)OC)=O)=O